2-(6-((4-(2-(azetidin-1-ylmethyl)phenyl)-1H-1,2,3-triazol-1-yl)methyl)pyridin-3-yl)-5-(difluoromethyl)-1,3,4-oxadiazole N1(CCC1)CC1=C(C=CC=C1)C=1N=NN(C1)CC1=CC=C(C=N1)C=1OC(=NN1)C(F)F